SCCSCCCS 2-mercaptoethylthio-3-mercaptopropane